FC(C1=NC=2N(C(=C1)NC[C@@](C)(C1=CC=CC=C1)C1CN(C1)C(=O)N)N=C(C2)C(F)(F)F)F (R)-3-(1-((5-(difluoromethyl)-2-(trifluoromethyl)pyrazolo[1,5-a]pyrimidin-7-yl)amino)-2-phenylpropan-2-yl)azetidine-1-carboxamide